P(=O)([O-])(O)O.C(C(=O)O)(=O)O.[Li+].O1COC2=C1C=CC(=C2)NCCO 2-(benzo[d][1,3]dioxol-5-ylamino)ethanol lithium (oxalate) phosphate